C1(CC1)C(C1=CC=C(C=C1)S(=O)(=O)N1CC2(CCN(CC2)C(=O)OCC2=CC=CC=C2)C2=CC=CC=C12)(F)F benzyl 1-((4-(cyclopropyldifluoromethyl)phenyl)sulfonyl)spiro[indoline-3,4'-piperidine]-1'-carboxylate